N-((1,2,3,5,6,7-hexahydro-s-indacen-4-yl)carbamoyl)-1-(3-(4,4,5,5-tetramethyl-1,3,2-dioxaborolan-2-yl)propyl)cyclopropane-1-sulfonamide C1CCC2=C(C=3CCCC3C=C12)NC(=O)NS(=O)(=O)C1(CC1)CCCB1OC(C(O1)(C)C)(C)C